zirconium tri-n-propoxide mono(methacryloxyethylacetoacetate) C(C(=C)C)(=O)OCCCC(CC(=O)[O-])=O.[O-]CCC.[O-]CCC.[O-]CCC.[Zr+4]